C(C)N1CC2=C(CC1)NN=C2C(=O)N2CCC(CC2)C2=C(C(=CC=C2)F)C(F)(F)F (5-ethyl-4,5,6,7-tetrahydro-1H-pyrazolo[4,3-c]pyridin-3-yl)(4-(3-fluoro-2-(trifluoromethyl)phenyl)piperidin-1-yl)methanone